7-(5-bromo-4-methylpyridin-3-yl)-2-phenyl-5,7-diazaspiro[3.4]octane-6,8-dione BrC=1C(=C(C=NC1)N1C(NC2(CC(C2)C2=CC=CC=C2)C1=O)=O)C